(S)-N-(1-(4-(N-bicyclo[1.1.1]pent-1-ylsulfamoyl)phenylamino)-1-oxo-3-phenylprop-2-yl)picolinamide manganese [Mn].C12(CC(C1)C2)NS(=O)(=O)C2=CC=C(C=C2)NC([C@H](CC2=CC=CC=C2)NC(C2=NC=CC=C2)=O)=O